4-(aminomethyl)-6-(3-chloro-1H-pyrrolo[2,3-b]pyridin-5-yl)phthalazin-1(2H)-one NCC1=NNC(C2=CC=C(C=C12)C=1C=C2C(=NC1)NC=C2Cl)=O